ClC=1C(N(C(NC1C)=O)COCC[Si](C)(C)C)=O 5-chloro-6-methyl-3-((2-(trimethylsilyl)ethoxy)methyl)pyrimidine-2,4(1H,3H)-dione